N1[C@@H](CCC1)CNC1(CCC1)C1=CC(=CC=C1)C(F)(F)F N-{[(2S)-pyrrolidin-2-yl]methyl}-1-[3-(trifluoromethyl)phenyl]cyclobutan-1-amine